3-(((R)-7-((2S,4R)-2-(2,5-difluorophenyl)-4-((pyrimidin-4-ylmethyl)amino)Piperidine-1-carbonyl)-7-azaspiro[4.5]Dec-10-yl)methyl)-6-phenylpyrimidin-4(3H)-one FC1=C(C=C(C=C1)F)[C@H]1N(CC[C@H](C1)NCC1=NC=NC=C1)C(=O)N1CC2(CCCC2)[C@@H](CC1)CN1C=NC(=CC1=O)C1=CC=CC=C1